C(C1=CC=CC=C1)OC=1C=C(CCS[NH-])C=C(C1)OCC1=CC=CC=C1 3,5-dibenzyloxyphenethyl-thioamide